C1(CC1)NC(=O)C1=CC=C(C=C1)COC1=CC=CC(=N1)C1=CC(=C(C=C1F)CC=1N(C2=C(N1)C=CC(=C2)C(=O)OC(C)(C)C)CCOC)F Tert-butyl 2-[[4-[6-[[4-(cyclopropylcarbamoyl)phenyl]methoxy]-2-pyridyl]-2,5-difluoro-phenyl]methyl]-3-(2-methoxyethyl)benzimidazole-5-carboxylate